4-chlorobenzyl (4-((pyridazine-3-carboxamido)meth-yl)phenyl)carbamate N1=NC(=CC=C1)C(=O)NCC1=CC=C(C=C1)NC(OCC1=CC=C(C=C1)Cl)=O